NCC1=CC=C(COC2=C3N=CNC3=NC=N2)C=C1 6-((4-(aminomethyl)benzyl)oxy)-9H-purine